C(C)(C)(C)C=1C(=C(C=C(C1)OCCCOC(C(=C)C)=O)N1N=C2C(=N1)C=CC(=C2)C(=O)OC)O methyl 2-(3-(tert-butyl)-2-hydroxy-5-(3-(methacryloyloxy)propoxy)phenyl)-2H-benzotriazole-5-carboxylate